2-Ethyl-2-(((12-hydroxyoctadecanoyl)oxy)methyl)propan-1,3-diylbis(12-hydroxyoctadecanoat) C(C)C(CC(C(=O)[O-])CCCCCCCCCC(CCCCCC)O)(CC(C(=O)[O-])CCCCCCCCCC(CCCCCC)O)COC(CCCCCCCCCCC(CCCCCC)O)=O